O=C(C(C1=CC=CC=C1)N1C(C=CC1=O)=O)N1CCN(CC1)C1=CC(=CC=C1)C(F)(F)F 1-(2-Oxo-1-phenyl-2-(4-(3-(trifluoromethyl)phenyl)piperazin-1-yl)ethyl)-1H-pyrrole-2,5-dione